N1(C[C@@H](OCC1)C(=O)OC)C(=O)OC(C)(C)C 4-(tert-Butyl) 2-methyl (R)-morpholine-2,4-dicarboxylate